C(#N)[C@@H]1CN(CCC1)C(=O)O[C@H]1C[C@H](CC1)C1=CC(=NN1)N (1R,3S)-3-(3-amino-1H-pyrazol-5-yl)cyclopentyl (S)-3-cyanopiperidine-1-carboxylate